C(C)(=O)[C@](N)(CC1=CNC=N1)C(=O)O α-acetyl-histidine